[O-][N+]1=C2C(=CC=C1)OCC2 4-oxido-2,3-dihydrofuro[3,2-b]pyridin-4-ium